2-(3-bromo-2-fluorophenyl)propan BrC=1C(=C(C=CC1)C(C)C)F